2-((4-ethoxyphenyl)amino)-N-(6-methoxy-2-methylpyridin-3-yl)-4-(trifluoromethyl)benzamide 2-Hydroxy-2-sulfinato-acetate OC(C(=O)[O-])S(=O)[O-].C(C)OC1=CC=C(C=C1)NC1=C(C(=O)NC=2C(=NC(=CC2)OC)C)C=CC(=C1)C(F)(F)F